FC=1C=C2C(=NC1)NC=C2NC(=O)N2C=NC=C2 N-(5-fluoro-1H-pyrrolo[2,3-b]pyridin-3-yl)-1H-imidazole-1-carboxamide